OC=1C=C(C=CC1)N1C=CC2=C1N=CNC2=O 7-(3-hydroxyphenyl)-3,7-dihydro-4H-pyrrolo[2,3-d]pyrimidin-4-one